hydroxy-5-(1-methylethyl)-1,5-dihydro-2H-pyrrol-2-one ON1C(C=CC1C(C)C)=O